2,6-bis[5-(2-decyltetradecyl)thiophen-2-yl]-4,8-dithien-2-yl-benzo[1,2-d:4,5-d']bis-thiazole C(CCCCCCCCC)C(CC1=CC=C(S1)C=1SC2=C(N1)C(=C1C(N=C(S1)C=1SC(=CC1)CC(CCCCCCCCCCCC)CCCCCCCCCC)=C2C=2SC=CC2)C=2SC=CC2)CCCCCCCCCCCC